CN(CC1=CC=C(C=C1)[C@@H]1NC[C@H](CC1)C)C N,N-dimethyl-1-(4-((2R,5S)-5-methylpiperidin-2-yl)phenyl)methanamine